2-aminobutanamide hydrochloride Cl.NC(C(=O)N)CC